3-[(trans)-2-methylpiperidin-4-yl]thieno[3,2-d]pyrimidin-4-one C[C@@H]1NCC[C@H](C1)N1C=NC2=C(C1=O)SC=C2